7-methyl-1-(2-trimethylsilylethoxymethyl)indazole-5-thiol CC=1C=C(C=C2C=NN(C12)COCC[Si](C)(C)C)S